CC1=CC=C(C=C1)S(=O)(=O)O.FC1(CC2(C1)C[C@H](N(CC2)CC2=C1C=CNC1=C(C=C2OC)C)C2=CC=C(C(=O)O)C=C2)F (S)-4-(2,2-difluoro-7-((5-methoxy-7-methyl-1H-indol-4-yl)methyl)-7-azaspiro[3.5]nonan-6-yl)benzoic acid p-toluenesulfonic acid salt